6-(3-pyridin-4-yl-propoxy)-2-(4-trifluoromethyl-pyridin-2-yl)-3H-pyrido[2,3-d]pyrimidin-4-one hydrochloride Cl.N1=CC=C(C=C1)CCCOC1=CC2=C(N=C(NC2=O)C2=NC=CC(=C2)C(F)(F)F)N=C1